COC(C1=C(C(=CC=C1)F)CC#N)=O 2-(cyanomethyl)-3-fluorobenzoic acid methyl ester